4-pentyloxybiphenyl C(CCCC)OC1=CC=C(C=C1)C1=CC=CC=C1